N-(4-(2-(methylamino)-2-oxoethyl)-1-phenyl-1H-imidazol-2-yl)nicotinamide CNC(CC=1N=C(N(C1)C1=CC=CC=C1)NC(C1=CN=CC=C1)=O)=O